FC1=C2C=C(NC2=C(C=C1)C)C(=O)N[C@H]1C[C@H](CCC1)N1[C@@H]2[C@H](CC1)N(C(C2)=O)C 4-fluoro-7-methyl-N-((1R,3S)-3-((3aS,6aS)-4-methyl-5-oxohexahydropyrrolo[3,2-b]pyrrol-1(2H)-yl)cyclohexyl)-1H-indole-2-carboxamide